2-chloro-N-(1-cyclohexylpiperidin-4-yl)-6,7-dimethoxyquinazolin-4-amine ClC1=NC2=CC(=C(C=C2C(=N1)NC1CCN(CC1)C1CCCCC1)OC)OC